C[C@@H](C#C)N (S)-3-butyn-2-amine